(3,5-dichloro-4-((3-ethyl-1H-indol-5-yl)oxy)phenyl)-3,5-dioxo-2,3,4,5-tetrahydro-1,2,4-triazine-6-carbonitrile ClC=1C=C(C=C(C1OC=1C=C2C(=CNC2=CC1)CC)Cl)N1N=C(C(NC1=O)=O)C#N